S1C(=CC=C1)C=1SC2=C(C=NC=C2)N1 2-(2-thienyl)thiazolo[4,5-c]pyridine